N-((trans)-4-hydroxycyclohexyl)-2-(1-methyl-1H-imidazol-5-yl)-6,7-dihydro-5H-cyclopenta[d]pyrimidine-4-carboxamide O[C@@H]1CC[C@H](CC1)NC(=O)C=1C2=C(N=C(N1)C1=CN=CN1C)CCC2